(2S)-1-acetyl-4-(3-(cyclopropylmethoxy)-4-(difluoromethoxy)phenyl)-N-((3-oxoisoindolin-5-yl)methyl)pyrrolidine-2-carboxamide C(C)(=O)N1[C@@H](CC(C1)C1=CC(=C(C=C1)OC(F)F)OCC1CC1)C(=O)NCC=1C=C2C(NCC2=CC1)=O